CC1(C2(OCCO2)CCC2(C1)OCCC2O)C 6,6-dimethyl-1,4,9-trioxadispiro[4.2.4.2]Tetradecan-12-ol